1,3-Dipropylpyrrolidinium chlorid [Cl-].C(CC)[NH+]1CC(CC1)CCC